FC=1C=CC(=NC1)N1CCN(C2=CC=CC=C12)C=O 4-(5-fluoropyridin-2-yl)-3,4-Dihydroquinoxaline-1(2H)-methanone